4-([4-[2-(2,6-dioxopiperidin-3-yl)-1,3-dioxoisoindol-4-yl]piperazin-1-yl]methyl)-4-hydroxypiperidine-1-carboxylic acid tert-butyl ester C(C)(C)(C)OC(=O)N1CCC(CC1)(O)CN1CCN(CC1)C1=C2C(N(C(C2=CC=C1)=O)C1C(NC(CC1)=O)=O)=O